4'-((6-(cyclopropylmethyl)-5-(ethyl-(phenyl)amino)-2,4-dihydroxypyridin-3-yl)sulfonyl)-N,N-dimethyl-[1,1'-biphenyl]-2-carboxamide C1(CC1)CC1=C(C(=C(C(=N1)O)S(=O)(=O)C1=CC=C(C=C1)C=1C(=CC=CC1)C(=O)N(C)C)O)N(C1=CC=CC=C1)CC